CC1=CC(=CC(=C1C=O)O)O The molecule is a dihydroxybenzaldehyde that is 2,4-dihydroxybenzaldehyde in which the hydrogen at position 6 has been replaced by a methyl group. It is a fungal metabolite isolated from Grifola frondosa and Phlebiopsis gigantea. It has a role as an apoptosis inducer, an anti-inflammatory agent and a fungal metabolite.